3-(3-Bromo-4-methoxyphenyl)-1-(2-hydroxyphenyl)prop-2-en-1-one BrC=1C=C(C=CC1OC)C=CC(=O)C1=C(C=CC=C1)O